FC1=C(OC2=CC=C(C=C2)NC(OCC=2C(=C3C(N(CC3=CC2)C2C(NC(CC2)=O)=O)=O)OC)=O)C=CC=C1 [2-(2,6-dioxopiperidin-3-yl)-4-methoxy-3-oxo-2,3-dihydro-1H-isoindol-5-yl]methyl N-[4-(2-fluorophenoxy)phenyl]carbamate